4-fluoro-2-((R)-1-(3-(1-((R)-2-hydroxypropyl)-1H-1,2,3-triazol-4-yl)imidazo[1,2-b]pyridazin-6-yl)pyrrolidin-2-yl)phenol FC1=CC(=C(C=C1)O)[C@@H]1N(CCC1)C=1C=CC=2N(N1)C(=CN2)C=2N=NN(C2)C[C@@H](C)O